BrC1=NN(C(=C1)C(=O)OC(C)(C)C)C(C1CC1)C#N tert-butyl 3-bromo-1-(cyano(cyclopropyl)methyl)-1H-pyrazole-5-carboxylate